myristoyl-taurate C(CCCCCCCCCCCCC)(=O)NCCS(=O)(=O)[O-]